3-((4-fluoro-2-isopropylphenyl)amino)-6-hydroxy-N-(6-methoxy-2-methylpyridin-3-yl)picolin-amide FC1=CC(=C(C=C1)NC=1C(=NC(=CC1)O)C(=O)NC=1C(=NC(=CC1)OC)C)C(C)C